NC1=CC=C(CCN2[C@@H](O[C@@H](C2=O)C)C=2C(=NN(C2)C2=CC=C(C=C2)Br)C2=COC=C2)C=C1 (2S,5R)-3-(4-aminophenethyl)-2-(1-(4-Bromophenyl)-3-(furan-3-yl)-1H-pyrazol-4-yl)-5-methyloxazolidin-4-one